CCC(CC1=C(C=CC=C1)O)CC(CC)CC 2,4-di-2-ethylhexyl-phenol